C(C)N1C(=NN(C1=O)C1=C(C=C(C(=C1)O[C@H](C(F)(F)F)C)C(NC1=C(C=CC=C1C)F)=O)F)C(=O)O 4-Ethyl-1-(2-fluoro-4-[(2-fluoro-6-methylphenyl)carbamoyl]-5-{[(2S)-1,1,1-trifluoropropan-2-yl]oxy}phenyl)-5-oxo-4,5-dihydro-1H-1,2,4-triazole-3-carboxylic acid